3-amino-3-mercaptopropanoic acid NC(CC(=O)O)S